3-methyl-6-(5-((1-(1-methyl-1H-pyrazole-4-carbonyl)azetidin-3-yl)oxy)pyridin-3-yl)benzo[d]thiazol-2(3H)-one CN1C(SC2=C1C=CC(=C2)C=2C=NC=C(C2)OC2CN(C2)C(=O)C=2C=NN(C2)C)=O